3-(2-chloro-5-nitro-phenyl)-5-methyl-4H-isoxazole-5-carboxylic acid ethyl ester C(C)OC(=O)C1(CC(=NO1)C1=C(C=CC(=C1)[N+](=O)[O-])Cl)C